BrC=1C(=NC=C(C1)C(F)(F)F)N1CCN(CC1)C(=O)OC(C)(C)C tert-butyl 4-[3-bromo-5-(trifluoromethyl)-2-pyridyl]piperazine-1-carboxylate